(S)-2-((1r,4S)-4,6-difluoroisochroman-1-yl)pyrrolidine F[C@@H]1CO[C@H](C2=CC=C(C=C12)F)[C@H]1NCCC1